(1R,3S,5S)-N-(3-(1,2,4-triazin-3-yl)-4-(trifluoromethyl)phenyl)-1-((1H-1,2,3-triazol-1-yl)methyl)-3-methyl-6-azabicyclo[3.1.1]heptane-6-carboxamide N1=NC(=NC=C1)C=1C=C(C=CC1C(F)(F)F)NC(=O)N1[C@H]2C[C@@H](C[C@@]1(C2)CN2N=NC=C2)C